NC1=CC=CC(=N1)S(=O)(=O)NC(=O)C=1C(=NC(=CC1)C1=CC(=CC=C1)COC)OC1=C(C=C(C=C1C)C)C N-[(6-Amino-2-pyridyl)sulfonyl]-6-[3-(methoxymethyl)phenyl]-2-(2,4,6-trimethylphenoxy)pyridin-3-carboxamid